C=C\C=C/C (1z,4z)-pentadiene